(S)-(5-methyl-7-((1-methyl-1H-imidazol-2-yl)methoxy)-4-oxo-2,3,4,5-tetrahydrobenzo[b][1,4]oxazepin-3-yl)carbamic acid tert-butyl ester C(C)(C)(C)OC(N[C@@H]1C(N(C2=C(OC1)C=CC(=C2)OCC=2N(C=CN2)C)C)=O)=O